FC=1C=C(C=CC1OC1=CC=NC2=CC(=C(N=C12)OC)C(C)C)NC(=O)C=1C(=NC(=C(C1O)C1=CC=C(C=C1)F)C)C N-[3-fluoro-4-[(6-methoxy-7-propan-2-yl-1,5-naphthyridin-4-yl)oxy]phenyl]-5-(4-fluorophenyl)-4-hydroxy-2,6-dimethylpyridine-3-carboxamide